O=C1C(C(CC1)CC(=O)OC)C\C=C/CC Methyl 2-(3-oxo-2-((Z)-pent-2-enyl)-cyclopentyl)-acetate